((4-isopropyl-6-methylpyrimidin-5-yl)amino)nicotinamide C(C)(C)C1=NC=NC(=C1NC1=C(C(=O)N)C=CC=N1)C